nickel (p-nonylphenyl) (2-ethylhexyl) phosphonate P(OC1=CC=C(C=C1)CCCCCCCCC)(OCC(CCCC)CC)=O.[Ni]